BrC=1C=CC2=C(N(N=C2C1F)C)I 6-bromo-7-fluoro-3-iodo-2-methyl-indazole